NC1=CC=C(CCNC2=CC=NC3=CC(=CC=C23)OC(F)(F)F)C=C1 N-(4-Aminophenethyl)-7-(trifluoromethoxy)quinolin-4-amine